N-(1-methyl-1H-tetrazol-5-yl)-2-(((5-methyl-2-oxo-3-phenyloxazolidin-5-yl)methoxy)methyl)-6-(trifluoromethyl)nicotinamide CN1N=NN=C1NC(C1=C(N=C(C=C1)C(F)(F)F)COCC1(CN(C(O1)=O)C1=CC=CC=C1)C)=O